FC=1C(=CC(=C(C=O)C1)OC)B1OC(C(O1)(C)C)(C)C 5-fluoro-2-methoxy-4-(4,4,5,5-tetramethyl-1,3,2-dioxaborolan-2-yl)benzaldehyde